2-(diethylamino)-N-(2,6-dimethylphenyl)acetamide hydrochloride Cl.C(C)N(CC(=O)NC1=C(C=CC=C1C)C)CC